FC1=C(C=C(C=C1)OC=1C(=C2C=CNC2=CC1F)S(=O)(=O)C)C=1NC(=CN1)C1(COC2=C1C=CC=C2CCC(=O)OCC)C ethyl 3-[3-[2-[2-fluoro-5-[(6-fluoro-4-methylsulfonyl-1H-indol-5-yl)oxy]phenyl]-1H-imidazol-5-yl]-3-methyl-2H-benzofuran-7-yl]propanoate